C(C)(C)(C)OC(=O)N1CCC2(CC1)CCN(CC2)C2=CC1=C(NC(O1)=O)C=C2 9-(2-oxo-3H-1,3-benzoxazol-6-yl)-3,9-diazaspiro[5.5]undecane-3-carboxylic acid tert-butyl ester